F[C@H]1C[C@H](N2N=C(N=C21)C(=O)[O-])C2=CC=CC=C2 cis-7-fluoro-5-phenyl-6,7-dihydro-5H-pyrrolo[1,2-b][1,2,4]triazole-2-carboxylate